tert-butyl-{3-[(3-nitrophenyl) diazenyl] phenyl} carbamate C(N)(OC1=C(C(=CC=C1)N=NC1=CC(=CC=C1)[N+](=O)[O-])C(C)(C)C)=O